tert-butyl (2S)-2-[({4-[(3-aminopyridin-2-yl)ethynyl]pyridin-3-yl}oxy)methyl]-4,4-difluoropyrrolidine-1-carboxylate NC=1C(=NC=CC1)C#CC1=C(C=NC=C1)OC[C@H]1N(CC(C1)(F)F)C(=O)OC(C)(C)C